(S)-dibenzyl (3-((8-chloro-1-(2,6-dichloro-4-(2-hydroxyethoxy)phenyl)-2-methyl-4-oxo-1,4-dihydro-1,6-naphthyridin-5-yl)oxy)-1-(methylamino)-1-oxopropan-2-yl) phosphate P(=O)(OCC1=CC=CC=C1)(OCC1=CC=CC=C1)O[C@H](C(=O)NC)COC1=C2C(C=C(N(C2=C(C=N1)Cl)C1=C(C=C(C=C1Cl)OCCO)Cl)C)=O